C(CCC)C1=CNC=CC1 3-butyl-1,4-dihydropyridine